4-(2-acetyl-5-chlorophenyl)-5-methoxyl-2-oxopyridine C(C)(=O)C1=C(C=C(C=C1)Cl)C1=CC(NC=C1OC)=O